Trimethylolpropane tert-Butyl-4-(4-((5-(cyclohex-1-en-1-yl)imidazo[1,2-a]pyrazin-8-yl)amino)phenyl)piperazine-1-carboxylate C(C)(C)(C)OC(=O)N1CCN(CC1)C1=CC=C(C=C1)NC=1C=2N(C(=CN1)C1=CCCCC1)C=CN2.C(O)C(CC)(CO)CO